OC=1C=C(CCC=C(C(=O)N)C)C=CC1O (3,4-dihydroxyphenethyl)methacrylamide